N-((1-aminocyclobutyl)methyl)-4-(7H-pyrrolo[2,3-d]pyrimidin-4-yl)-3,4-dihydro-2H-1,4-thiazine-6-carboxamide hydrochloride Cl.NC1(CCC1)CNC(=O)C1=CN(CCS1)C=1C2=C(N=CN1)NC=C2